ClC=1C=C(C=CC1Cl)CC(=O)NNC(=O)[C@H]1CN(CC12CN(C2)C(=O)[C@@H]2C(C2)(C)C)C(=O)C2=CN=CS2 (R)-N'-(2-(3,4-dichlorophenyl)acetyl)-2-((S)-2,2-dimethylcyclopropane-1-carbonyl)-6-(thiazole-5-carbonyl)-2,6-diazaspiro[3.4]octane-8-carbohydrazide